[N+](=O)([O-])C1=NN(C=C1)COCC[Si](C)(C)C 3-Nitro-1-((2-(trimethylsilyl)ethoxy)methyl)-1H-pyrazole